NC1=NC(NC=C1)=O 4-amino-1H-pyrimidine-2-one